N-((3S,10R,13S)-10,13-dimethyl-17-(4-methyl-1H-imidazol-1-yl)-2,3,4,7,8,9,10,11,12,13,14,15-dodecahydro-1H-cyclopenta[a]phenanthren-3-yl)morpholine-4-sulfonamide C[C@]12C3CC[C@@]4(C(=CCC4C3CC=C2C[C@H](CC1)NS(=O)(=O)N1CCOCC1)N1C=NC(=C1)C)C